C[Si](N([Si](C)(C)C)CCC[Si](OC)(OC)OC)(C)C N,N-bis(trimethylsilyl)aminopropyl-trimethoxysilane